CC1(OC(C2=C1C=C(C=C2)NC2=NC=C(C(=N2)N[C@H](CO)C2=CC=CC=C2)C2=NN(C(O2)=O)CC)=O)C 5-{2-[(3,3-dimethyl-1-oxo-1,3-dihydro-2-benzofuran-5-yl)amino]-4-{[(1S)-2-hydroxy-1-phenylethyl]amino}pyrimidin-5-yl}-3-ethyl-2,3-dihydro-1,3,4-oxadiazol-2-one